1-(4-(methylthio)benzofuran-7-yl)ethan-1-one CSC1=CC=C(C2=C1C=CO2)C(C)=O